O=C1N(CC2=CC(=CC=C12)CN1CCN(CC1)C1=CC=C(C=C1)C)C1C(NC(CC1)=O)=O 3-(1-oxo-5-((4-(p-tolyl)piperazin-1-yl)methyl)isoindolin-2-yl)piperidine-2,6-dione